2-chloro-4-(1-methyl-1H-pyrazol-4-yl)pyrimidine ClC1=NC=CC(=N1)C=1C=NN(C1)C